FC=1C=C(C=C(C1CN1CCOCC1)F)C=1C=CC=C2N=CC(=NC12)C=1C=NN(C1)C1CCN(CC1)C(CCNC1=C2C(N(C(C2=CC=C1)=O)C1C(NC(CC1)=O)=O)=O)=O 4-[[3-[4-[4-[8-[3,5-difluoro-4-(morpholinomethyl)phenyl]quinoxalin-2-yl]pyrazol-1-yl]-1-piperidyl]-3-oxo-propyl]amino]-2-(2,6-dioxo-3-piperidyl)isoindoline-1,3-dione